C(CCCCCCCCC(=O)OCC(CCCC)CC)(=O)OCCC(CCCCCCCCCCCC)OC(=O)OCCCN(CC)CC 1-(3-(((3-(diethylamino)propoxy)carbonyl)oxy)pentadecyl) 10-(2-ethylhexyl) decanedioate